Cl.CN1[C@H](C[C@H](CC1)C1=CC=CC=C1)C(=O)O (2R,4S)-1-methyl-4-phenylpiperidine-2-carboxylic acid hydrochloride